N-((1R,2R*)-5-(2-(2-aminopyridin-3-yl)-5-(1H-pyrazol-1-yl)-3H-imidazo[4,5-b]pyridin-3-yl)-2-fluoro-2,3-dihydro-1H-inden-1-yl)-2-fluoro-5-formyl-4-hydroxybenzamide NC1=NC=CC=C1C1=NC=2C(=NC(=CC2)N2N=CC=C2)N1C=1C=C2C[C@H]([C@@H](C2=CC1)NC(C1=C(C=C(C(=C1)C=O)O)F)=O)F |o1:25|